sodium β-naphthalate sodium cyclohexanecarboxylate C1(CCCCC1)C(=O)[O-].[Na+].C1=C(C=CC2=CC=CC=C12)C(=O)[O-].[Na+]